CC=1OC(=CC1C(=O)N[C@H](C(=O)NC=1C(N(C=CC1)CC(=O)NC1C2CC3CC(CC1C3)C2)=O)CCC(C(=O)NCC)=O)C (S)-2-(2,5-dimethylfuran-3-carboxamido)-N6-ethyl-N1-(1-(2-(2-adamantylamino)-2-oxoethyl)-2-oxo-1,2-dihydropyridin-3-yl)-5-oxohexanediamide